tert-butyl (4R)-2-(1-cyclopropyl-3-formyl-4-oxo-1,4-dihydroquinolin-7-yl)-4-hydroxypyrrolidine-1-carboxylate C1(CC1)N1C=C(C(C2=CC=C(C=C12)C1N(C[C@@H](C1)O)C(=O)OC(C)(C)C)=O)C=O